C(#N)C1=CC(=C(OC2=CC(=NC=N2)OC2=C(C=C(CC(C(=O)O)=CC3=CC=C(C=C3)Cl)C=C2)OC)C(=C1)C)C 4-((6-(4-cyano-2,6-dimethylphenoxy)pyrimidin-4-yl)oxy)-3-methoxybenzyl-(4-chlorocinnamic acid)